2,2'-(E)-diazene-1,2-diyl-bis(2-methylpropionitrile) N(=N\C(C#N)(C)C)/C(C#N)(C)C